2-(3-methyl-1H-pyrazol-4-yl)-N-(3-(pyridin-2-yl)-1-(2,2,2-trifluoroethyl)-1H-pyrazol-4-yl)thiazole-4-carboxamide CC1=NNC=C1C=1SC=C(N1)C(=O)NC=1C(=NN(C1)CC(F)(F)F)C1=NC=CC=C1